FC=1C=2N(C=C(C1)C=1N=C3N(C(N1)=O)C=C(C=C3C)N3CCN(CC3)C(=O)OC(C)(C)C)C=C(N2)C tert-butyl 4-(2-(8-fluoro-2-methylimidazo[1,2-a]pyridin-6-yl)-9-methyl-4-oxo-4H-pyrido[1,2-a][1,3,5]triazin-7-yl)piperazine-1-carboxylate